C1(CCCCC1)NC[Si](OCC)(OCC)C (N-cyclohexylaminomethyl)methyl-diethoxysilane